C(C)C1=C(NC2=CC=C(C=C12)N1CCN(CC1)C1CCN(CC1)C(C)C)C1=C2C(=NC=C1)NN=C2 4-(3-ethyl-5-(4-(1-isopropylpiperidin-4-yl)piperazin-1-yl)-1H-indol-2-yl)-1H-pyrazolo[3,4-b]pyridine